[2-(3,4-Dihydro-2H-quinolin-1-yl)-ethyl]-furan-2-ylmethyl-amine N1(CCCC2=CC=CC=C12)CCNCC=1OC=CC1